BrC1=C2CNC(C2=CC(=C1)C(CSC)Cl)=O 4-bromo-6-[1-chloro-2-(methylsulfanyl)ethyl]-2,3-dihydroisoindol-1-one